FC1=CC=C(C=C1)[C@@H]1N(CCC2=CC=CC=C12)C(=O)[C@@H]1OC[C@@H]([C@H](C1)N(C(OC(C)(C)C)=O)S(=O)(=O)C1=CC=C(C)C=C1)S(=O)(=O)C tert-butyl ((2R,4S,5R)-2-((S)-1-(4-fluorophenyl)-1,2,3,4-tetrahydroisoquinoline-2-carbonyl)-5-(methylsulfonyl)tetrahydro-2H-pyran-4-yl)(tosyl)carbamate